C(C)(C)(C)OC(=O)N[C@@H](CC(=O)OCC)C=1C=C(C=C(C1F)C1CC1)C1=C(C(=C(C=C1C)F)F)CCCCC=C(C)C Ethyl (S)-3-((tert-butoxycarbonyl)amino)-3-(5-cyclopropyl-3',4,4'-trifluoro-6'-methyl-2'-(6-methylhept-5-en-1-yl)-[1,1'-biphenyl]-3-yl)propanoate